CC1(C=C(C(N1[O-])(C)C)CO)C 3-hydroxymethyl-(1-oxy-2,2,5,5-tetramethylpyrroline)